((1R,2S,3S,4S)-4-(2-acetoxy-4-fluorophenoxy)-2,3-dihydroxycyclopentyl)-4-methyl-7H-pyrrolo[2,3-d]pyrimidine 3-oxide C(C)(=O)OC1=C(O[C@@H]2[C@H]([C@H]([C@H](C2)C=2[N+](=C(C3=C(N2)NC=C3)C)[O-])O)O)C=CC(=C1)F